SCC(C(=O)O)C.SCC(C(=O)O)C.SCC(C(=O)O)C.C(O)C(CC)(CO)CO Trimethylolpropane tris(3-mercaptoisobutyrate)